C(#N)C1=CN=C(N1)C(=O)NC=1C(=NC(=CC1)C1=CC2(C(=C(C(C1)(O2)C)C)C)C)C2=CCC(CC2)(C)C 5-cyano-N-[2-(4,4-dimethylcyclohexen-1-yl)-6-[1,5,6,7-tetramethyl-8-oxabicyclo[3.2.1]octa-2,6-dien-3-yl]-3-pyridyl]-1H-imidazole-2-carboxamide